3-fluoro-2-vinylphenylmethanesulphonate FC=1C(=C(C=CC1)CS(=O)(=O)[O-])C=C